(1s,3s)-3-fluoro-3-methylcyclobutane-1-carboxylic acid FC1(CC(C1)C(=O)O)C